(1-cyclopropyl-1H-imidazol-4-yl)[(1R,5S,6r)-6-(5,5-dimethyl-4,5-dihydro-1,2-oxazol-3-yl)-6-methyl-3-azabicyclo[3.1.0]hex-3-yl]methanone C1(CC1)N1C=NC(=C1)C(=O)N1C[C@H]2C([C@H]2C1)(C)C1=NOC(C1)(C)C